Cl.CN(C1(CC1)CO)C [1-(Dimethylamino)cyclopropyl]methanol hydrochloride